OB1OC2=C(C=C1)C=C(C=C2C(F)(F)F)NC(OC(C)(C)C)=O tert-butyl N-[2-hydroxy-8-(trifluoromethyl)-1,2-benzoxaborinin-6-yl]carbamate